(S)-methyl 2-(4-cyclopropyl-3-(2-(3-methoxyazetidin-1-yl) ethyl)-6-oxopyridazin-1(6H)-yl)-4-methylpentanoate C1(CC1)C=1C(=NN(C(C1)=O)[C@H](C(=O)OC)CC(C)C)CCN1CC(C1)OC